1-(4-(4-(trifluoromethyl)-1H-imidazol-2-yl)phenyl)ethan-1-one FC(C=1N=C(NC1)C1=CC=C(C=C1)C(C)=O)(F)F